4-methyl-5-(4,4,5,5-tetramethyl-1,3,2-dioxaborolan-2-yl)pyridine CC1=CC=NC=C1B1OC(C(O1)(C)C)(C)C